BrC=1C(=NC(=NC1)SC)C(=O)NC1=CC=CC=C1 5-bromo-2-(methylthio)-N-phenylpyrimidine-4-carboxamide